4-chloro-2,2,8-trimethyl-2H-benzo[e][1,3]thiazine ClC1=NC(SC2=C1C=CC=C2C)(C)C